tris(4-(2-mercaptobutoxy)phenyl)methane tert-butyl-(3R)-3-[(3-bromo-2-pyridyl)-[2-fluoro-4-(triazolo[4,5-b]pyridin-3-yl)benzoyl]amino]piperidine-1-carboxylate C(C)(C)(C)OC(=O)N1C[C@@H](CCC1)N(C(C1=C(C=C(C=C1)N1N=NC=2C1=NC=CC2)F)=O)C2=NC=CC=C2Br.SC(COC2=CC=C(C=C2)C(C2=CC=C(C=C2)OCC(CC)S)C2=CC=C(C=C2)OCC(CC)S)CC